C([C@@H](O)C1=CC=CC=C1)(=O)[O-] (S)-Mandelate